BrC1=C(N=C(C=2N1N=CC2)N2CCC1(CC2)[C@@H](C2=C(C=NC(=C2)C)C1)N[S@](=O)C(C)(C)C)C (R)-N-[(5S)-1'-(7-bromo-6-methyl-pyrazolo[1,5-a]pyrazin-4-yl)-3-methyl-spiro[5,7-dihydrocyclopenta[c]pyridine-6,4'-piperidine]-5-yl]-2-methyl-propane-2-sulfinamide